N-(5-((methylamino)methyl)-2-(1H-1,2,3-triazol-1-yl)phenyl)benzenesulfonamide CNCC=1C=CC(=C(C1)NS(=O)(=O)C1=CC=CC=C1)N1N=NC=C1